ClC=1C2=C(N=CN1)C=CC(=N2)N2[C@H](CCC2)C2=C(OCC[C@@H](C)N)C=CC(=C2)F (R)-4-(2-((R)-1-(4-chloropyrido[3,2-d]pyrimidin-6-yl)tetrahydropyrrol-2-yl)-4-fluorophenoxy)butan-2-amine